CN(C)C1C(=O)NCCCC1 Dimethylaminocaprolactam